1-(3,4-dihydro-2H-quinolin-1-yl)ethanone N1(CCCC2=CC=CC=C12)C(C)=O